tert-butyl 4-(3-methyl-4-(4,4,5,5-tetramethyl-1,3,2-dioxaborolan-2-yl)-1H-pyrazol-1-yl)piperidine-1-carboxylate CC1=NN(C=C1B1OC(C(O1)(C)C)(C)C)C1CCN(CC1)C(=O)OC(C)(C)C